ClC1=CC=C(CCNC2=NC=CC(=N2)N2CCN(CC2)CC(=O)N(CC2=CC=NC=C2)CCCOC)C=C1 2-(4-(2-((4-chlorophenethyl)amino)pyrimidin-4-yl)-piperazin-1-yl)-N-(3-methoxypropyl)-N-(pyridin-4-ylmethyl)acetamide